N1(C=NC=C1)C1=NC=C(C=C1)C#C[Si](C)(C)C 2-(1H-imidazol-1-yl)-5-((trimethylsilyl)ethynyl)pyridine